ethyl 4-(1-(3-fluoro-4-(trifluoromethyl) phenyl)-1-hydroxyethyl)-3-methyl-1-(4-methylbenzene-1-sulfonyl)-1H-pyrrole-2-carboxylate FC=1C=C(C=CC1C(F)(F)F)C(C)(O)C=1C(=C(N(C1)S(=O)(=O)C1=CC=C(C=C1)C)C(=O)OCC)C